C(CCC)OC(N(O)C(=O)OC(C)(C)C)=O butyl(t-butoxycarbonyl)(hydroxy)carbamate